FC1([C@H]2CC=3C(=NNC3C[C@]21C)C=2NC1=CC(=CC=C1C2)C(=O)N2CC1CCC(C2)N1)F 2-[(4aS,5aR)-5,5-difluoro-5a-methyl-1H,4H,4aH,5H,5aH,6H-cyclopropa[f]indazol-3-yl]-6-{3,8-diazabicyclo[3.2.1]octane-3-carbonyl}-1H-indole